(3-((6-(1,4-dimethyl-1H-pyrazol-5-yl)-3,5-difluoropyridin-2-yl)oxy)azetidin-1-yl)(5-(5-methylthiazol-2-yl)-4,5-dihydro-1H-pyrazol-1-yl)methanone CN1N=CC(=C1C1=C(C=C(C(=N1)OC1CN(C1)C(=O)N1N=CCC1C=1SC(=CN1)C)F)F)C